FC1=C(C=CC(=C1I)F)NS(=O)(=O)C1=C(C=CC(=C1)CC)OC N-(2,4-difluoro-3-iodophenyl)-5-ethyl-2-methoxybenzenesulfonamide